(benzyloxy)-2,7-dichloro-8-fluoro-3-nitro-1,6-naphthyridine C(C1=CC=CC=C1)OC1=C(C(=NC2=C(C(=NC=C12)Cl)F)Cl)[N+](=O)[O-]